ClC1=C(C(=CC=C1OC)C)C1=CC2=C(N=C(N=C2)S(=O)(=O)C)N2C1=NN=C2 6-(2-chloro-3-methoxy-6-methylphenyl)-2-(methylsulfonyl)-[1,2,4]triazolo[4',3':1,6]pyrido[2,3-d]pyrimidine